N-(5-cyano-4-((2-methoxyethyl)amino)pyridin-2-yl)-4-(2-(dimethylamino)ethoxy)-7-formyl-3,4-dihydro-2,4-methylene-1,8-naphthyridine-1(2H)-carboxamide C(#N)C=1C(=CC(=NC1)NC(=O)N1C2CC(C3=CC=C(N=C13)C=O)(C2)OCCN(C)C)NCCOC